1-methyl-2-((pyrazolo[1,5-a]pyrimidine-3-carboxamido)methyl)-1H-benzo[d]imidazole-4-carboxylic acid CN1C(=NC2=C1C=CC=C2C(=O)O)CNC(=O)C=2C=NN1C2N=CC=C1